ethyl 2-fluoro-6-(4,4,5,5-tetramethyl-1,3,2-dioxaborolan-2-yl)benzoate FC1=C(C(=O)OCC)C(=CC=C1)B1OC(C(O1)(C)C)(C)C